3,4-epoxycyclohexyl-methacrylic acid C1(CC2C(CC1)O2)C=C(C(=O)O)C